N-(2-((3-phenylpropyl)carbamoyl)phenyl)-2-naphthamide C1(=CC=CC=C1)CCCNC(=O)C1=C(C=CC=C1)NC(=O)C1=CC2=CC=CC=C2C=C1